NC=1SC=C(C1)C=1N=NN(C1)CC1=NC(=CC=C1)C(C)(C)O 2-Amino-4-(1-((6-(2-hydroxypropan-2-yl)pyridin-2-yl)methyl)-1H-1,2,3-triazol-4-yl)thiophene